COC([C@@H](N(C)C(=O)OC(C)(C)C)CC1=CC=C(C=C1)O)=O N-(tert-Butoxycarbonyl)-N-methyl-L-tyrosine methyl ester